CP(O[C@H]1O[C@H]([C@@H]([C@@H]1O)O)[N+]1=CC(=CC=C1)C(=O)OCCCN1C(N(C=2N=CN(C2C1=O)C)C)=O)([O-])=O ((2R,3S,4R,5R)-5-(3-((3-(3,7-dimethyl-2,6-dioxo-2,3,6,7-tetrahydro-1H-purin-1-yl) propoxy) carbonyl) pyridin-1-ium-1-yl)-3,4-dihydroxytetrahydrofuran-2-yl) methylphosphonate